C(=CC)C(COCCCCCCCC)C=CC 1,1-dipropenyl-2-octyloxyethane